COC(=O)C=1N=COC1C1=C(C(=O)O)C=C(C=C1)OC=1SC=CC1 2-[4-(methoxycarbonyl)oxazol-5-yl]-5-(thien-2-yloxy)benzoic acid